1-{1-[3-(2-chlorophenyl)-2-(2,4-difluorophenyl)oxiran-2-yl]methyl}-1H-1,2,4-triazol-5-yl thiocyanate ClC1=C(C=CC=C1)C1C(O1)(C1=C(C=C(C=C1)F)F)CN1N=CN=C1SC#N